2-chloro-5-{2-acetamidoimidazo[1,2-b]pyridazin-6-yl}-N-{[3-(trifluoromethoxy)phenyl]methyl}pyridine-3-carboxamide ClC1=NC=C(C=C1C(=O)NCC1=CC(=CC=C1)OC(F)(F)F)C=1C=CC=2N(N1)C=C(N2)NC(C)=O